9-chloro-6-((4,6-dimethyl-2-oxo-1,2-dihydropyridin-3-yl)methyl)-2-(4-(dimethylamino)bicyclo[2.2.2]octan-1-yl)-2,4-dimethyl-7,8-dihydro-[1,3]dioxolo[4,5-g]isoquinolin-5(6H)-one ClC=1C=2CCN(C(C2C(=C2C1OC(O2)(C)C21CCC(CC2)(CC1)N(C)C)C)=O)CC=1C(NC(=CC1C)C)=O